2-((2-ethoxyphenoxy)-methyl)morpholine C(C)OC1=C(OCC2CNCCO2)C=CC=C1